FC(C1(CC1)CCNC(=O)NCC1=CC(=NC=C1)O[C@H](C(F)(F)F)C)(F)F (S)-1-(2-(1-(Trifluoromethyl)cyclopropyl)ethyl)-3-((2-((1,1,1-trifluoropropan-2-yl)oxy)pyridin-4-yl)methyl)urea